COC1=C(C=C(C=C1)C1(CC1)CC#N)[N+](=O)[O-] 2-[1-(4-methoxy-3-nitrophenyl)cyclopropyl]acetonitrile